6-(3-amino-6-(4-morpholinophenyl)pyrazin-2-yl)-3,4-dihydroisoquinolin-1(2H)-one NC=1C(=NC(=CN1)C1=CC=C(C=C1)N1CCOCC1)C=1C=C2CCNC(C2=CC1)=O